O1COC=C1O Dioxol-5-ol